2-(oxetan-3-ylidene)acetic acid methyl ester COC(C=C1COC1)=O